OC1=CC(=NC(=C1)C(=O)O)C(=O)O.[Co] cobalt 4-hydroxy-2,6-pyridinedicarboxylic acid